2,3-dihydro-benzo[1,4]dioxine-6-carboxylic acid [2-(4-methoxy-piperidin-1-yl)-benzooxazol-5-yl]-amide COC1CCN(CC1)C=1OC2=C(N1)C=C(C=C2)NC(=O)C2=CC1=C(OCCO1)C=C2